5-(5-fluoropyridin-3-yl)(tetrahydro-2H-pyran-2-yl)-N-(6-(trifluoromethyl)pyridin-3-yl)-1H-indazole-3-carboxamide FC=1C=C(C=NC1)C=1C=C2C(=NN(C2=CC1)C1OCCCC1)C(=O)NC=1C=NC(=CC1)C(F)(F)F